4-(2,6-Dimethoxyphenyl)-5-(6-methoxypyridin-2-yl)-N-(((5-methylpyrimidin-2-yl)methyl)sulfonyl)-4H-1,2,4-triazole-3-carboxamide COC1=C(C(=CC=C1)OC)N1C(=NN=C1C1=NC(=CC=C1)OC)C(=O)NS(=O)(=O)CC1=NC=C(C=N1)C